C(#N)C1=C(SC2=C1C(=NC=C2F)C=2C1=C(C=3C=NC(=NC3C2F)OCC2(CC2)CN2C[C@H](CC2)F)COC1)NC(OC(C)(C)C)=O tert-Butyl (3-cyano-7-fluoro-4-(5-fluoro-3-((1-(((S)-3-fluoropyrrolidin-1-yl)methyl)cyclopropyl)meth-oxy)-7,9-dihydrofuro[3,4-f]quinazolin-6-yl)thieno[3,2-c]pyridin-2-yl)carbamate